2,4-dihydroxyl-6-chloro-1,3,5-triazine OC1=NC(=NC(=N1)O)Cl